methyl 1-((3,3-difluoro-1-methylcyclobutyl)methyl)-3-(3-methoxybicyclo[1.1.1]pentan-1-yl)-4-(trifluoromethyl)-1H-pyrazole-5-carboxylate FC1(CC(C1)(C)CN1N=C(C(=C1C(=O)OC)C(F)(F)F)C12CC(C1)(C2)OC)F